(2,4-diethoxyphenyl)boronic acid C(C)OC1=C(C=CC(=C1)OCC)B(O)O